C1=CC(=C(C=2C3=C(C(=C(C(=C3N(C12)[2H])[2H])[2H])[2H])[2H])[2H])[2H] Carbazole-3,4,5,6,7,8,9-d7